(3-methoxyazetidin-1-yl)-[3-[5-[(3R)-3-[(2,5,7-trimethyl-[1,2,4]triazolo[1,5-a]pyrimidin-6-yl)oxy]pyrrolidin-1-yl]pyrimidin-2-yl]-1-bicyclo[1.1.1]pentanyl]methanone COC1CN(C1)C(=O)C12CC(C1)(C2)C2=NC=C(C=N2)N2C[C@@H](CC2)OC=2C(=NC=1N(C2C)N=C(N1)C)C